[Bi].[Sn].[Cu].[Pt].[Pd] palladium-platinum-copper-tin-bismuth